ClCC12C=CC(C=C1)(CCl)O2 (1,4-dichloromethyl-1,4-phenylene) ether